2-(6-Bromo-1-(cyclopropylmethyl)-1H-indol-2-yl)-4-methoxy-3-methylpyrazolo[1,5-a]pyridine-6-carboxylic acid ethyl ester C(C)OC(=O)C=1C=C(C=2N(C1)N=C(C2C)C=2N(C1=CC(=CC=C1C2)Br)CC2CC2)OC